O=C1NC(CCC1NC1=CC=C(C=C1)N1CCN(CC1)CC(=O)N1CCC(CC1)C=1N=C2N(C=C(C(=C2)OC(C)C)NC(=O)C2=NC(=CC=C2)C(F)(F)F)C1)=O N-[2-[1-[2-[4-[4-[(2,6-dioxo-3-piperidyl)amino]phenyl]piperazin-1-yl]acetyl]-4-piperidyl]-7-isopropoxy-imidazo[1,2-a]pyridin-6-yl]-6-(trifluoromethyl)pyridine-2-carboxamide